ClC=1C=CC(=C2C=CN(C(C12)=O)C)OC1CC2(CN(C2)CCCN2CC=3N(CC2)C=NN3)C1 8-chloro-5-((2-(3-(5,6-dihydro-[1,2,4]triazolo[4,3-a]pyrazin-7(8H)-yl)propyl)-2-azaspiro[3.3]heptan-6-yl)oxy)-2-methylisoquinolin-1(2H)-one